CN1CCNCC1 4-methylpiperazine